N1CCC2(CC1)C=C1C(CNC=C1)=C2N dihydrospiro[cyclopenta[c]pyridine-6,4'-piperidin]-7-amine